tert-Butyl 2-(5-(4-(4-cyanophenyl)piperidine-1-carbonyl)-2,4-dimethylphenyl)-6-methyl-6,7-dihydro-3H-imidazo[4,5-c]pyridine-5(4H)-carboxylate C(#N)C1=CC=C(C=C1)C1CCN(CC1)C(=O)C=1C(=CC(=C(C1)C1=NC2=C(CN(C(C2)C)C(=O)OC(C)(C)C)N1)C)C